NC1=NC=C(C2=C1C(=NN2C)C2=CC(=C(C=C2)NS(=O)(=O)C(F)F)OCC2=CC=C(C=C2)F)C2=CC=NC=C2 N-(4-(4-amino-1-methyl-7-(pyridin-4-yl)-1H-pyrazolo[4,3-c]pyridin-3-yl)-2-((4-fluoro-benzyl)oxy)phenyl)-1,1-difluoromethane-sulfonamide